ClC1=CC(=C2C(=N1)C=C(O2)[C@H]2[C@H](CCCC2)N2C(C1=CC=CC=C1C2=O)=O)Cl 2-((1S,2R)-2-(5,7-dichlorofuro[3,2-b]pyridin-2-yl)cyclohexyl)isoindoline-1,3-dione